N[C@H](C=1OC2=C(N1)C=C(C=C2F)[C@@H](COC)C=2C(NC=C(C2)F)=O)C2CCC(CC2)F 3-((R)-1-(2-((S)-Amino((1r,4S)-4-fluorocyclohexyl)methyl)-7-fluorobenzo[d]oxazol-5-yl)-2-methoxyethyl)-5-fluoropyridin-2(1H)-one